[(4-{1-[((2R)-oxolan-2-yl)carbonylamino](1S)-ethyl}phenyl)amino]-N-[(4-chlorophenyl)methyl]carboxamide O1[C@H](CCC1)C(=O)N[C@@H](C)C1=CC=C(C=C1)NC(=O)NCC1=CC=C(C=C1)Cl